CN1CCN(CC1)CCN 2-(4-methylpiperazin-1-yl)ethanamine